methyl 4-(6-bromopyrazolo[1,5-a]pyridin-3-yl)-2,6-dimethoxy-benzoate BrC=1C=CC=2N(C1)N=CC2C2=CC(=C(C(=O)OC)C(=C2)OC)OC